Methyl 2-(2,5-difluoro-4-(4,4,5,5-tetramethyl-1,3,2-dioxaborolan-2-yl)benzyl)-1-(2-methoxyethyl)-1H-benzo[d]imidazole-6-carboxylate FC1=C(CC2=NC3=C(N2CCOC)C=C(C=C3)C(=O)OC)C=C(C(=C1)B1OC(C(O1)(C)C)(C)C)F